C1(CC1)CN1C(=CC=2C1=NC(=CC2)N2CCOCC2)C2=NN1C(C=CC(=C1)C(=O)N1C3CCC(C1)[C@H]3N)=C2C (7R)-2-{2-[1-(Cyclopropylmethyl)-6-(morpholin-4-yl)-1H-pyrrolo[2,3-b]pyridin-2-yl]-3-methylpyrazolo[1,5-a]pyridine-6-carbonyl}-2-azabicyclo[2.2.1]heptan-7-amine